ethyl 3-[4-chloro-3-(hydroxymethyl)-5-methoxyphenyl]-3-(1-{4-[(4-methoxyphenyl)methoxy]butyl}-4-methyl-1H-benzotriazol-5-yl)propanoate ClC1=C(C=C(C=C1OC)C(CC(=O)OCC)C1=C(C2=C(N(N=N2)CCCCOCC2=CC=C(C=C2)OC)C=C1)C)CO